tert-butyl (1R,5S)-3-(6-benzyl-4-cyano-3-((1-(morpholinomethyl)cyclopropyl)methoxy)-5,6,7,8-tetrahydro-2,6-naphthyridin-1-yl)-3,8-diazabicyclo[3.2.1]octane-8-carboxylate C(C1=CC=CC=C1)N1CC=2C(=C(N=C(C2CC1)N1C[C@H]2CC[C@@H](C1)N2C(=O)OC(C)(C)C)OCC2(CC2)CN2CCOCC2)C#N